FC([C@@H]1CNC(N1C=1N=C2N(CCOC3=C2C=CC(=C3)N[C@H](C(=O)N)C)C1)=C=O)F (S)-2-((2-((S)-5-(difluoromethyl)-2-carbonylimidazolidin-1-yl)-5,6-dihydrobenzo[f]imidazo[1,2-d][1,4]oxazepin-9-yl)amino)propionamide